Tert-butyl (R)-3-((4-(2-methoxy-4-methylphenyl)thieno[3,4-d]pyridazin-1-yl)amino)piperidine-1-carboxylate COC1=C(C=CC(=C1)C)C=1C=2C(C(=NN1)N[C@H]1CN(CCC1)C(=O)OC(C)(C)C)=CSC2